NCCNCCN N-(2-aminoethyl)-ethylenediamine